Cl.NC1=NC=C(C2=C1C=NN2)NC(=O)C(=O)N(CC=2C=NC(=CC2)C(F)(F)F)CC2=CC=C(C=C2)C(F)(F)F N-(4-amino-1H-pyrazolo[4,3-c]pyridin-7-yl)-N'-[[4-(trifluoromethyl)phenyl]methyl]-N'-[[6-(trifluoromethyl)-3-pyridyl]methyl]oxamide Hydrogen chloride